8-Bromo-3,4-dihydro-2H-isoquinolin-1-one BrC=1C=CC=C2CCNC(C12)=O